5-[(2S)-2-[(2R,5S)-5-[2-[4-(5-chloropyrimidin-2-yl)piperazin-1-yl]-2-oxoethyl]oxolan-2-yl]pyrrolidin-1-yl]-4-(trifluoromethyl)-2,3-dihydropyridazin-3-one ClC=1C=NC(=NC1)N1CCN(CC1)C(C[C@@H]1CC[C@@H](O1)[C@H]1N(CCC1)C1=C(C(NN=C1)=O)C(F)(F)F)=O